bis(4-hydroxy-2,5-dimethylphenyl)-4-hydroxyphenylmethane OC1=CC(=C(C=C1C)C(C1=CC=C(C=C1)O)C1=C(C=C(C(=C1)C)O)C)C